COC=1C=CC=C2C=CN(C12)CC(C)N(C)C 1-(7-methoxy-1H-indol-1-yl)-N,N-dimethylpropan-2-amine